C(C)(C)(C)OC(=O)N1CC2=CC(=CC=C2CC1)Br 7-bromo-3,4-dihydroisoquinoline-2(1H)-formic acid tert-butyl ester